7-(2-methyl-8-phenoxyimidazo[1,2-b]pyridazin-6-yl)-3-(piperidin-4-yl)cinnolin CC=1N=C2N(N=C(C=C2OC2=CC=CC=C2)C2=CC=C3C=C(N=NC3=C2)C2CCNCC2)C1